ClS(=O)(=O)C=1C=CC(=C(C(=O)O)C1)O 5-(chlorosulfonyl)-2-hydroxybenzoic acid